11-(diphenylmethylene)-4-hydroxy-7,8,9,10,10a,11-hexahydropyrido[1',2':4,5]pyrazino[1,2-b]pyridazine-3,5-dione C1(=CC=CC=C1)C(=C1C2N(C(C=3N1N=CC(C3O)=O)=O)CCCC2)C2=CC=CC=C2